2-[6-(ethoxycarbonyl)-5-methyl-2,4-dioxo-1-[(2R)-2-phenyl-2-(prop-2-yloxy)ethyl]-1H,2H,3H,4H-thieno[2,3-d]pyrimidin-3-yl]-2-methylpropionic acid C(C)OC(=O)C1=C(C2=C(N(C(N(C2=O)C(C(=O)O)(C)C)=O)C[C@H](OC(C)C)C2=CC=CC=C2)S1)C